N-[trans-(7RS,9RS)-9-[(4-cyanopyridin-2-yl)amino]-3-cyclopropyl-5-(2-methyl-propylsulfamoyl)-8,9-dihydro-7H-cyclopenta[h]isoquinolin-7-yl]pyridine-3-carboxamide C(#N)C1=CC(=NC=C1)N[C@@H]1C[C@H](C2=CC(=C3C=C(N=CC3=C21)C2CC2)S(NCC(C)C)(=O)=O)NC(=O)C=2C=NC=CC2 |r|